dicyclohexyl-DIMETHYL-METHANE isocyanate [N-]=C=O.C1(CCCCC1)C(C)(C)C1CCCCC1